NCCOCCOCCOCCOCC1=CC(=C(C=C1)CN1C=CC=2N=C(N=C(C21)NCCCCC)N)OC 5-{[4-(13-Amino-2,5,8,11-tetraoxatridecan-1-yl)-2-methoxyphenyl]methyl}-N4-pentyl-5H-pyrrolo[3,2-d]pyrimidine-2,4-diamine